2-tetradecene CC=CCCCCCCCCCCC